4-Ethyl-o-xylene CCC1=CC(=C(C=C1)C)C